(+/-)-methyl (1S,3S)-3-((2-(((benzyl(methyl)carbamoyl)oxy)methyl)-1-methyl-1H-benzo[d]imidazol-5-yl)oxy)cyclohexane-1-carboxylate C(C1=CC=CC=C1)N(C(=O)OCC1=NC2=C(N1C)C=CC(=C2)O[C@@H]2C[C@H](CCC2)C(=O)OC)C |r|